N1(CCNCC1)C=1C=CC=C2C(=NC=NC12)N1C(NC(CC1)=O)=O (8-piperazin-1-yl-quinazolin-4-yl)hexahydropyrimidine-2,4-dione